12-(stearyloxy)dodecanoic acid C(CCCCCCCCCCCCCCCCC)OCCCCCCCCCCCC(=O)O